bis[2-(3-aminopropoxy) ethyl] ether NCCCOCCOCCOCCCN